1-(1-(6-chloro-1-(pyridin-3-yl)-1H-indazol-3-yl)ethyl)-3-(1-methyl-1H-pyrazol-4-yl)-1H-pyrazolo[3,4-d]pyrimidin-4-amine ClC1=CC=C2C(=NN(C2=C1)C=1C=NC=CC1)C(C)N1N=C(C=2C1=NC=NC2N)C=2C=NN(C2)C